NC=1N=CC(=NC1C1=NC=NC=C1)C=1C=C(C=CC1C([2H])([2H])[2H])S(=O)(=O)NC12CCC(C1)(C2)C#N 3-(5-Amino-6-(pyrimidin-4-yl)pyrazin-2-yl)-N-(4-cyanobicyclo[2.1.1]hexan-1-yl)-4-(methyl-d3)benzenesulfonamide